Trans-N-(4-bromo-2-fluorophenyl)-2-chloro-5-(2,2-dichloro-3-(3,5-dichlorophenyl)cyclopropane-1-carboxamido)benzamide BrC1=CC(=C(C=C1)NC(C1=C(C=CC(=C1)NC(=O)[C@@H]1C([C@H]1C1=CC(=CC(=C1)Cl)Cl)(Cl)Cl)Cl)=O)F